((3-chloro-2-methylphenyl)amino)-N-(3-methoxy-4-(piperazin-1-yl)phenyl)benzamide ClC=1C(=C(C=CC1)NC1=C(C(=O)NC2=CC(=C(C=C2)N2CCNCC2)OC)C=CC=C1)C